FC12CCC(CC1)(CC2)C2=NOC(=C2)N 3-(4-Fluorobicyclo[2.2.2]octan-1-yl)isoxazol-5-amine